(4-Bromo-1,3-thiazol-5-yl)methanol BrC=1N=CSC1CO